2-(5-(3-amino-2-methoxyphenyl)pyrazin-2-yl)propan-2-ol NC=1C(=C(C=CC1)C=1N=CC(=NC1)C(C)(C)O)OC